CC(C)C(=O)NC1=CN=CC=C1 2-methyl-N-(pyridin-3-yl)propanamide